3-iodo-1-trityl-1,4,5,6,7,8-hexahydrocyclohepta[c]pyrazole IC=1C2=C(N(N1)C(C1=CC=CC=C1)(C1=CC=CC=C1)C1=CC=CC=C1)CCCCC2